2-phenylpropane-1,2-diamine C1(=CC=CC=C1)C(CN)(C)N